COC1=CC=C(C=C1)[B-](C1=CC=C(C=C1)OC)(C1=CC=C(C=C1)OC)C1=CC=C(C=C1)OC.C1(=CC=CC=C1)[P+](C1=CC=CC=C1)(C1=CC=CC=C1)C1=CC=CC=C1 tetraphenyl-phosphonium tetrakis(4-methoxyphenyl)borate